C(#C)C1=CC=C(C=C1)C1=CC=C(C=C1)CCCCC 4-ethynyl-4'-pentyl-1,1'-biphenyl